CS(=O)(=O)C[C@@H]1[C@H](N(C1)C=1C=CC(=C2C=C(N=CC12)N)C(C)C)C 8-[(2R,3S)-3-(methylsulfonylmethyl)-2-methylazetidin-1-yl]-5-(prop-2-yl)isoquinolin-3-amine